N[C@H](C(=O)N1[C@@H]([C@H]2C([C@H]2C1)(C)C)C(=O)O)[C@H](CC)C (1R,2S,5S)-3-[(2S,3S)-2-amino-3-methyl-pentanoyl]-6,6-dimethyl-3-azabicyclo[3.1.0]hexane-2-carboxylic acid